ClC=1C=C(C2=C(N1)N(N=C2C(F)(F)F)C2COC2)C=O 6-chloro-1-(oxetan-3-yl)-3-(trifluoromethyl)-1H-pyrazolo[3,4-b]pyridine-4-carbaldehyde